NC=1C=C(C(=O)N2C[C@@H]([C@@H](CC2)OC)NC(OC(C)(C)C)=O)C=C(C1NCCOC)F tert-butyl ((3S,4R)-1-(3-amino-5-fluoro-4-((2-methoxyethyl)amino)benzoyl)-4-methoxypiperidin-3-yl)carbamate